3-methylsuccinate CC(CC(=O)[O-])C(=O)[O-]